(1R,3S)-3-(3-(2-(2-((E)-(((R)-sec-butyl)imino)methyl)-3-hydroxy-5-methoxyphenoxy)acetamido)-1H-pyrazol-5-yl)cyclopentyl isopropylcarbamate C(C)(C)NC(O[C@H]1C[C@H](CC1)C1=CC(=NN1)NC(COC1=C(C(=CC(=C1)OC)O)/C=N/[C@H](C)CC)=O)=O